The molecule is a 2-oxo monocarboxylic acid anion that is the conjugate base of 2-oxopentanoic acid, obtained by deprotonation of the carboxy group. It is a 2-oxo monocarboxylic acid anion and a member of oxopentanoates. It derives from a valerate. It is a conjugate base of a 2-oxopentanoic acid. CCCC(=O)C(=O)[O-]